FC=1C=C2CCOC(C2=CC1)[C@H]1NCCC1 (2S)-2-(6-fluoroisochroman-1-yl)pyrrolidine